BrC1=C2C(=NC=C1)C(CC2)O 4-bromo-6,7-dihydro-5H-cyclopenta[b]pyridin-7-ol